acryl-benzene Aluminium phosphit P([O-])([O-])[O-].[Al+3].C(=O)(C=C)C1=CC=CC=C1